Pentakis(dimethylamino)tantalum (V) CN(C)[Ta](N(C)C)(N(C)C)(N(C)C)N(C)C